N-(2,3-difluorobenzyl)-2-(difluoromethoxy)-5-fluoro-N-methylnicotinamide FC1=C(CN(C(C2=C(N=CC(=C2)F)OC(F)F)=O)C)C=CC=C1F